Tritylamin C(C1=CC=CC=C1)(C1=CC=CC=C1)(C1=CC=CC=C1)N